N-(4-tert-butylphenyl)furan-2-sulfonamide ethyl-2-bromo-5H-pyrrolo[2,3-b]pyrazine-7-carboxylate C(C)OC(=O)C1=CNC2=NC=C(N=C21)Br.C(C)(C)(C)C2=CC=C(C=C2)NS(=O)(=O)C=2OC=CC2